[6-[(3S,5R)-4-tert-butoxycarbonyl-3,5-dimethyl-piperazin-1-yl]-5-chloro-2-pyridyl]boronic acid C(C)(C)(C)OC(=O)N1[C@H](CN(C[C@H]1C)C1=C(C=CC(=N1)B(O)O)Cl)C